C1(=CC=CC=C1)C1NOCC1 3-phenyl-1,2-oxazolidine